5-(4-cyclopropyl-6-methoxy-pyrimidin-5-yl)-7-[[3-fluoro-4-[1-methyl-4-(trifluoromethyl)imidazol-2-yl]phenyl]methoxy]-1-tetrahydropyran-2-yl-pyrazolo[4,3-d]pyrimidine C1(CC1)C1=NC=NC(=C1C=1N=C(C2=C(N1)C=NN2C2OCCCC2)OCC2=CC(=C(C=C2)C=2N(C=C(N2)C(F)(F)F)C)F)OC